Hexamethyldisiloxane C[Si](O[Si](C)(C)C)(C)C